NC=1C=C(C=CC1)C=1N=C(N(C1C1=CC(=NC=C1)NC(C)=O)COCC[Si](C)(C)C)SC N-(4-(4-(3-Aminophenyl)-2-(methylthio)-1-((2-(trimethylsilyl)ethoxy)methyl)-1H-imidazol-5-yl)pyridin-2-yl)acetamide